N(=[N+]=[N-])C1=CC=C(C=C2C(C(CC(C2)CC)=CC2=CC=C(C=C2)N=[N+]=[N-])=O)C=C1 2,6-bis-(4-azidobenzylidene)-4-ethyl-cyclohexanone